1-(exo-3-((7-Methoxy-4-((3-methyl-4-((1-methyl-1H-benzo[d]imidazol-5-yl)oxy)phenyl)amino)quinazolin-6-yl)oxy)-8-azabicyclo[3.2.1]octan-8-yl)prop-2-en-1-one COC1=C(C=C2C(=NC=NC2=C1)NC1=CC(=C(C=C1)OC1=CC2=C(N(C=N2)C)C=C1)C)OC1CC2CCC(C1)N2C(C=C)=O